CNC[C@H](C)OC=1N(N=CC1C=1C=C2C(=NN(C2=CC1)C1OCCCC1)C#C[Si](C(C)C)(C(C)C)C(C)C)C (2S)-N-methyl-2-[2-methyl-4-[1-tetrahydropyran-2-yl-3-(2-triisopropylsilylethynyl)indazol-5-yl]pyrazol-3-yl]oxy-propan-1-amine